BrC1=C(C=CC=C1)C(C)(C)O 2-(2-bromophenyl)-2-propanol